Cl.Cl.ClC=1C(=NC2=CC=C(C=C2C1)N1C(C(CC1)CCN(C)C)=O)N1CCNCC1 1-(3-chloro-2-piperazin-1-yl-6-quinolinyl)-3-[2-(dimethylamino)ethyl]pyrrolidin-2-one dihydrochloride